C(C)OC([C@@H](N)CCO)=O Homoserine ethyl ester